COCCOCCN1N=C(C(=C1)NC(=O)C1=CC=CC(=N1)C1=C(C=NC=C1)C)C1=NC=CC=C1 N-(1-(2-(2-methoxyethoxy)ethyl)-3-(pyridin-2-yl)-1H-pyrazol-4-yl)-3'-methyl-[2,4'-bipyridine]-6-carboxamide